NC1=NC=CC=C1C1=NC=2C(=NC(=CC2)C2=CC=CC=C2)N1C1=CC=C(CNC(C2=C(C(=CC=C2)Br)OC)=O)C=C1 N-(4-(2-(2-Aminopyridin-3-yl)-5-phenyl-3H-imidazo[4,5-b]pyridin-3-yl)benzyl)-3-bromo-2-methoxybenzamide